1-Methylpyrazole CN1N=CC=C1